C1CC12CCN(CC2)C=2C=C(C=CC2N2N=NC(=C2)C2=NC(=NC(=C2)C)N2CCC(CC2)(F)F)NS(=O)(=O)C(CO)CC N-(3-{6-azaspiro[2.5]octane-6-yl}-4-{4-[2-(4,4-difluoropiperidin-1-yl)-6-Methylpyrimidin-4-yl]-1H-1,2,3-triazol-1-yl}phenyl)-1-hydroxybutane-2-sulfonamide